(2R,4S)-9-(1-{(2S)-2-amino-3-[(2-hydroxyethyl)amino]-2-methyl-3-oxopropyl}azetidin-3-yl)oxy-5,5-dihydroxy-6-oxa-5-boranuidatricyclo[5.4.0.02,4]undeca-1(7),8,10-triene-8-carboxylate N[C@@](CN1CC(C1)OC1=C(C=2O[B-]([C@H]3C[C@H]3C2C=C1)(O)O)C(=O)[O-])(C(=O)NCCO)C